1-benzyl-4-(((1s,3s)-3-(Benzyloxy)cyclobutyl)methoxy)-1,2,3,6-tetrahydropyridine C(C1=CC=CC=C1)N1CCC(=CC1)OCC1CC(C1)OCC1=CC=CC=C1